O=C1N[C@H]2[C@@H](N1)CS[C@H]2CCCCC(=O)NCCOCCOCCOCCOCCOCCOCCOCCOCCOCCOCCOCCN=[N+]=[N-] 5-[(3aS,4S,6aR)-2-oxo-hexahydrothieno[3,4-d]imidazol-4-yl]-N-(35-azido-3,6,9,12,15,18,21,24,27,30,33-undecaoxapentatriacontan-1-yl)pentanamide